N[C@H](CC(=O)O)[C@@H]([C@@H](CCC)C)C (3R,4R,5R)-3-amino-4,5-dimethyloctanoic acid